P([O-])([O-])(O)=S.[Mg+2] magnesium monothiophosphoric acid salt